CC1=C(C=CC(=N1)N)C(F)(F)F 6-methyl-5-(trifluoromethyl)pyridin-2-amine